CN(C1=C(C(=O)NC2=NN=NN2C)C=CC(=N1)C(F)(F)F)CCC=1N=NN(N1)C 2-(methyl-(2-(2-methyl-2H-tetrazol-5-yl)ethyl)amino)-N-(1-methyl-1H-tetrazol-5-yl)-6-(trifluoromethyl)nicotinamide